C(C)(C)(C)OC(=O)N1C[C@H](CCC1)CC(=O)O (R)-2-(1-(tert-butoxycarbonyl)piperidin-3-yl)acetic acid